BrC1=C(C=CC(=C1)C(F)(F)F)C(F)(F)F 1-bromo-2,5-bis(trifluoromethyl)benzene